CC1=C(C(=CC(=C1)C)C)S(=O)Cl 2,4,6-trimethylbenzenesulfinic chloride